(5'S)-2-methoxy-5'-methyl-7H-spiro[furo[2,3-b]pyrazine-6,3'-pyrrolidine]-4'-carboxylic acid tert-butyl ester C(C)(C)(C)OC(=O)C1C2(CN[C@H]1C)CC=1C(=NC=C(N1)OC)O2